NC1=NC(=NC2=NCC(N=C12)=O)OCCCC 4-amino-2-butoxy-6-oxo-6,7-dihydropteridin